(2S,4R)-2-[2-(3-cyano-5-methyl-pyrazol-1-yl)-6-[5-[(6-methylpyridazin-3-yl)amino]benzimidazol-1-yl]-3-pyridyl]-4-fluoro-pyrrolidine-1-carboxylic acid tert-butyl ester C(C)(C)(C)OC(=O)N1[C@@H](C[C@H](C1)F)C=1C(=NC(=CC1)N1C=NC2=C1C=CC(=C2)NC=2N=NC(=CC2)C)N2N=C(C=C2C)C#N